Ethyl 4-(4-(2-methylpiperidin-4-yl)phenyl)-7-(4-(trifluoromethyl)phenyl)-2-naphthoate CC1NCCC(C1)C1=CC=C(C=C1)C1=CC(=CC2=CC(=CC=C12)C1=CC=C(C=C1)C(F)(F)F)C(=O)OCC